diethyl {[1-(4-methoxybenzyl)-5-(6-methylpyridin-2-yl)-1H-pyrazol-3-yl]methyl}phosphonate COC1=CC=C(CN2N=C(C=C2C2=NC(=CC=C2)C)CP(OCC)(OCC)=O)C=C1